N1-(2-(dimethylamino)ethyl)-5-methoxy-N4-(4-(2-methoxy-5,6-dihydro-4H-imidazo[4,5,1-ij]quinolin-8-yl)pyrimidin-2-yl)-N1-methyl-2-nitrobenzene-1,4-diamine CN(CCN(C1=C(C=C(C(=C1)OC)NC1=NC=CC(=N1)C=1C=C2CCCN3C2=C(C1)N=C3OC)[N+](=O)[O-])C)C